(RS)-α-cyano-3-phenoxybenzyl-(1RS)-cis,trans-3-(2,2-dichlorovinyl)-2,2-dimethylcyclopropanecarboxylate C(#N)[C@@H](C1=CC(=CC=C1)OC1=CC=CC=C1)OC(=O)[C@H]1C([C@H]1C=C(Cl)Cl)(C)C |&1:2|